2-[4-({6-chloro-7-[1-(3-methyloxetan-3-yl)piperidin-4-yl]quinazolin-2-yl}amino)-5-methyl-1H-pyrazol-1-yl]-2-methylpropanenitrile ClC=1C=C2C=NC(=NC2=CC1C1CCN(CC1)C1(COC1)C)NC=1C=NN(C1C)C(C#N)(C)C